(R)-N-(5-chloro-2-(4-hydroxy-4-methylazepan-1-yl)phenyl)-5-(tetrahydro-2H-pyran-4-yl)furan-2-carboxamide ClC=1C=CC(=C(C1)NC(=O)C=1OC(=CC1)C1CCOCC1)N1CC[C@](CCC1)(C)O